[5-[[5-(2-chlorophenyl)-1,3,4-thiadiazol-2-yl]carbamoyl]isoxazol-3-yl]carbamate ClC1=C(C=CC=C1)C1=NN=C(S1)NC(=O)C1=CC(=NO1)NC([O-])=O